(2,4-difluorobenzyl)-9-hydroxy-2-methyl-8,10-dioxo-3,6,8,10-tetrahydro-2H-1,7-methanopyrido[1,2-b][1,2,5]triazecine-11-carboxamide FC1=C(CC2(CC=CCN3C(C=4N(N2C3)C=C(C(C4O)=O)C(=O)N)=O)C)C=CC(=C1)F